3-triethoxysilyl-N-(3-triethoxysilylpropyl)propan-1-amine C(C)O[Si](CCCNCCC[Si](OCC)(OCC)OCC)(OCC)OCC